methyl (E)-4-(8,8-difluoro-2-(2-(5,6,7,8-tetrahydro-1,8-naphthyridin-2-yl)ethyl)-2,6-diazaspiro[3.4]octane-6-yl)but-2-enoate FC1(CN(CC12CN(C2)CCC2=NC=1NCCCC1C=C2)C/C=C/C(=O)OC)F